methyl 4-(benzyloxy)-6-methylpyrimidin-2-carboxylate C(C1=CC=CC=C1)OC1=NC(=NC(=C1)C)C(=O)OC